tert-butyl 4-(5-chloro-2-(trifluoromethyl)phenyl)-5,6-dihydropyridine-1(2H)-carboxylate ClC=1C=CC(=C(C1)C1=CCN(CC1)C(=O)OC(C)(C)C)C(F)(F)F